COC(C(C1=CC=CC=C1)OC1=C(C=CC(=C1)N(C1=NC(=NC2=CC=CC=C12)C)C)OC)=O Methyl-2-(2-methoxy-5-(Methyl (2-methylquinazolin-4-yl) amino) phenoxy)-2-phenylacetate